N-(8-hydroxy-7-methoxy-2,3-dihydroimidazo[1,2-c]Quinazolin-5-yl)nicotinamide OC=1C=CC=2C=3N(C(=NC2C1OC)NC(C1=CN=CC=C1)=O)CCN3